NC1=C(C=CC=C1)S(=O)C1=NC(=NC=C1C(F)(F)F)NC1CNCCC1 4-(2-aminobenzenesulfinyl)-N-(piperidin-3-yl)-5-(trifluoromethyl)pyrimidin-2-amine